N-(4-hydroxyphenyl)methanesulfonamide OC1=CC=C(C=C1)NS(=O)(=O)C